ClC1=CC(=C(C=C1)C1=CC(=CC=2N1C(C(=C(N2)C)C)=O)N2C[C@@H](OCC2)C=2C=NN(C2)C)F (S)-6-(4-chloro-2-fluorophenyl)-2,3-dimethyl-8-(2-(1-methyl-1H-pyrazol-4-yl)morpholino)-4H-pyrido[1,2-a]pyrimidin-4-one